BrC=1C(=C(C=C(C1)C)C(CC)=O)O 1-(3-Bromo-2-hydroxy-5-methylphenyl)propan-1-one